(R)-6-(2-hydroxypropan-2-yl)-N'-((3-oxo-1,2,3,5,6,7-hexahydro-s-indacen-4-yl)carbamoyl)pyridine-3-sulfonimidamide OC(C)(C)C1=CC=C(C=N1)[S@@](=O)(N)=NC(NC1=C2C(CCC2=CC=2CCCC12)=O)=O